CC(CCCN)C(CCCN)C 4,5-dimethyl-1,8-octanediamine